OCC(=O)O hydroxylmethyl-carboxylic acid